2-(7-fluoro-1,3-benzodioxol-5-yl)-4,4,5,5-tetramethyl-1,3,2-dioxaborolane FC1=CC(=CC2=C1OCO2)B2OC(C(O2)(C)C)(C)C